C(CC(C)C)N(C1CCN(CC1)C(=O)N1CC(C2=NC(=CC=C21)C)(C)C)C (4-(isopentyl(methyl)amino)piperidin-1-yl)(3,3,5-trimethyl-2,3-dihydro-1H-pyrrolo[3,2-b]pyridin-1-yl)methanone